S(=O)(=O)([O-])C1=CC=C(C)C=C1.S(=O)(=O)([O-])C1=CC=C(C)C=C1.[Na+].[Na+] disodium ditosylate